[Ca+2].CN1C=2C(NC(=NC2NCC1CNC1=CC=C(C(N[C@@H](CCC(=O)[O-])C(=O)O)=O)C=C1)N)=O.CN1C=2C(NC(=NC2NCC1CNC1=CC=C(C(N[C@@H](CCC(=O)[O-])C(=O)O)=O)C=C1)N)=O 5-methyltetrahydrofolic acid calcium salt